2-ethylhexyl 3-[2-amino-4-(pyrrolidin-1-ylmethyl)phenyl]sulfanylpropanoate NC1=C(C=CC(=C1)CN1CCCC1)SCCC(=O)OCC(CCCC)CC